ClCCNC(=O)NC1=CC=C(C=C1)C1=CC=NC=C1 1-(2-chloroethyl)-3-(4-(pyridin-4-yl)phenyl)urea